BrCCOC(C(F)(F)F)(C(F)(F)F)C(F)(F)F 2-(2-Bromoethoxy)-1,1,1,3,3,3-hexafluoro-2-(trifluoromethyl)propane